2-[5-(3-{[(2S)-1-(1H-tetrazol-1-yl)propan-2-yl]oxy}phenyl)-3H-imidazo[4,5-b]pyridin-3-yl]pyridine-3-carbonitrile N1(N=NN=C1)C[C@H](C)OC=1C=C(C=CC1)C1=CC=C2C(=N1)N(C=N2)C2=NC=CC=C2C#N